O1CC(C1)CNC(=O)C=1N=NC=CC1 N-(oxetan-3-ylmethyl)pyridazine-3-carboxamide